BrC=1C=CC=2N(C1)C(=CN2)C=2C=C(C=CC2)S(=O)(=O)N(C(OC(C)(C)C)=O)C tert-butyl ((3-(6-bromoimidazo[1,2-a]pyridin-3-yl)phenyl)sulfonyl)(methyl)carbamate